C(C=C)N1C(C2=CC=C(C=C2C1(C)C)NC1=NC=C(C(=C1)N[C@H](CO)C1=CC=CC=C1)C1=NC(=NO1)C=1C=NC=CC1)=O (S)-2-allyl-5-((4-((2-hydroxy-1-phenylethyl)amino)-5-(3-(pyridin-3-yl)-1,2,4-oxadiazol-5-yl)pyridin-2-yl)amino)-3,3-dimethylisoindolin-1-one